ClC1=C2C=C(NC2=CC=C1)C(=O)N1CC2(CC1C(=O)N[C@@H](C[C@H]1C(NCCC1)=O)C#N)CCCCC2 2-(4-chloro-1H-indole-2-carbonyl)-N-[(1S)-1-cyano-2-[(3S)-2-oxo-3-piperidyl]ethyl]-2-azaspiro[4.5]decane-3-carboxamide